1-(3,5-di-tertiary butyl-4-hydroxybenzyl)-3-methylimidazole C(C)(C)(C)C=1C=C(CN2CN(C=C2)C)C=C(C1O)C(C)(C)C